COC(=O)C1=CC2=CC=C(C=C2C=C1)NS(=O)(=O)C1=CN=C(S1)C1=CC=C(C=C1)F 6-[2-(4-fluorophenyl)-1,3-thiazole-5-sulfonylamino]naphthalene-2-carboxylic acid methyl ester